N1N=CC2=NC=CC(=C21)B(O)O 1H-PYRAZOLO[4,3-B]PYRIDINE-7-BORONIC ACID